N,N-dimethyl-3-(1-phenyl-2,3-dihydro-1H-benzo[d]pyrrolo[1,2-a]imidazol-7-yl)benzamide CN(C(C1=CC(=CC=C1)C1=CC2=C(N=C3N2C(CC3)C3=CC=CC=C3)C=C1)=O)C